tert-butyl (3R,4R)-3-fluoro-4-((4-(4-(trifluoromethyl)phenyl)phthalazin-1-yl)amino)pyrrolidine-1-carboxylate F[C@@H]1CN(C[C@H]1NC1=NN=C(C2=CC=CC=C12)C1=CC=C(C=C1)C(F)(F)F)C(=O)OC(C)(C)C